ClC1=C(CCC2=CC(=CC=C12)OCC=1C=C2C(=NN(C2=CC1)C(C)C)Cl)CN1CCC(CC1)C(=O)O 1-[1-chloro-6-(3-chloro-1-isopropyl-1H-indazol-5-ylmethoxy)-3,4-dihydro-naphthalen-2-ylmethyl]piperidine-4-carboxylic acid